C1(CCCCC1)NC(=O)C=1C2=C(N=C(N1)N1C=NC=C1)C=CN2 N-cyclohexyl-2-(1H-imidazol-1-yl)-5H-pyrrolo[3,2-d]pyrimidine-4-carboxamide